4-(4-((1S,4S)-2,5-diazabicyclo[2.2.1]heptan-2-yl)-2-(((S)-1-methylpyrrolidin-2-yl)methoxy)quinazolin-7-yl)naphthalen-2-ol [C@@H]12N(C[C@@H](NC1)C2)C2=NC(=NC1=CC(=CC=C21)C2=CC(=CC1=CC=CC=C21)O)OC[C@H]2N(CCC2)C